2-chloro-8-(4-(5-methyl-3-(trifluoromethyl)-1H-pyrazol-1-yl)benzyl)pteridin-7(8H)-one ClC1=NC=2N(C(C=NC2C=N1)=O)CC1=CC=C(C=C1)N1N=C(C=C1C)C(F)(F)F